(2S,4R)-1-((S)-2-azido-3-methylbutanoyl)-N-((R)-1-(4-(1-ethyl-1H-pyrazol-5-yl)phenyl)-2-hydroxyethyl)-4-hydroxypyrrolidine-2-carboxamide N(=[N+]=[N-])[C@H](C(=O)N1[C@@H](C[C@H](C1)O)C(=O)N[C@@H](CO)C1=CC=C(C=C1)C1=CC=NN1CC)C(C)C